N1(CCNCC1)C1=NC=CC=C1NC1=CC=C(C=C1)C(F)(F)F 2-(piperazin-1-yl)-N-[4-(trifluoromethyl)phenyl]pyridin-3-amine